3-(methacryloxy)propyldimethylchlorosilane C(C(=C)C)(=O)OCCC[Si](Cl)(C)C